2,3-dihydroxyl-3-methylbutanoic acid OC(C(=O)O)C(C)(C)O